S1C(=NC2=C1C=CC=C2)NC(=O)C=2C=CC=C1CCN(CC21)C2=CC=C(C(=N2)C(=O)O)C=2C=NN(C2)CC2=CC=CC=C2 6-[8-(1,3-benzothiazol-2-ylcarbamoyl)-3,4-dihydroisoquinolin-2(1H)-yl]-3-(1-benzyl-1H-pyrazol-4-yl)pyridine-2-carboxylic acid